6-(diethylaminomethyl)pyridine C(C)N(CC)CC1=CC=CC=N1